C(C)OC(C=CN1CCCCC1)=O 3-(1-piperidinyl)-acrylic acid ethyl ester